2-[[4-[6-[(4-cyano-2-fluoro-phenyl)methoxy]-2-pyridyl]-2,5-difluoro-phenyl]methyl]-3-[(3R,4S)-4-methoxypyrrolidin-3-yl]benzimidazole-5-carboxylic acid C(#N)C1=CC(=C(C=C1)COC1=CC=CC(=N1)C1=CC(=C(C=C1F)CC=1N(C2=C(N1)C=CC(=C2)C(=O)O)[C@@H]2CNC[C@@H]2OC)F)F